C(#N)[C@H](CC1=CC=C(C=C1)C=1C=CC2=C(N(C(O2)=O)C)C1)C1(OCCCNC1)C(=O)N {(1S)-1-Cyano-2-[4-(3-methyl-2-oxo-2,3-dihydro-1,3-benzoxazol-5-yl)phenyl]ethyl}-1,4-oxazepane-2-carboxamide